(R)-4-(5-(2,6-difluorophenyl)-3,7-dimethyl-1-((2-(trimethylsilyl)ethoxy)methyl)-1,6-dihydropyrazolo[4,3-d]pyrido[4,3-f][1,3]diazepin-9-yl)-2-((trifluoromethoxy)methyl)morpholine FC1=C(C(=CC=C1)F)C=1NC2=C(C3=C(N1)C(=NN3COCC[Si](C)(C)C)C)C=C(N=C2C)N2C[C@@H](OCC2)COC(F)(F)F